C(C)(C)N1C=NC2=C1C=CC(=C2)[N+](=O)[O-] 1-isopropyl-5-nitro-1H-benzo[d]imidazole